[Br].NC=1NC=CN1 aminoimidazole bromine salt